ClC=1C=C(C=CC1C)N1CCN(CC1)C(CN1N=C(C2=C1CCC2)C(=O)N2C[C@H](O[C@H](C2)C)C)=O 1-[4-(3-Chloro-4-methylphenyl)piperazin-1-yl]-2-{3-[(2R,6S)-2,6-dimethylmorpholin-4-carbonyl]-5,6-dihydrocyclopenta[c]pyrazol-1(4H)-yl}ethan-1-on